tert-butyl (2-(2-(3-((5-(dimethylamino)-2-((6-methoxypyridazin-3-yl)carbamoyl)phenyl)amino)-3-oxopropoxy)ethoxy)ethyl)carbamate CN(C=1C=CC(=C(C1)NC(CCOCCOCCNC(OC(C)(C)C)=O)=O)C(NC=1N=NC(=CC1)OC)=O)C